(6aS,10aR)-6,6,9-trimethyl-3-propyl-6a,7,8,10a-tetrahydro-6H-benzo[c]chromen-1-ol CC1(OC=2C=C(C=C(C2[C@H]2[C@@H]1CCC(=C2)C)O)CCC)C